3-(1-Benzylpiperidin-4-yl)-5-phenylpyrimidin-4(3H)-one hydrochloride Cl.C(C1=CC=CC=C1)N1CCC(CC1)N1C=NC=C(C1=O)C1=CC=CC=C1